5-(2-(3-bromo-4-fluorophenyl)-2-methylpropyl)-4-methyl-4H-1,2,4-triazole-3-thiol BrC=1C=C(C=CC1F)C(CC=1N(C(=NN1)S)C)(C)C